C1(CCCC1)[C@@](C(=O)N1C2CCC([C@@H]1C(=O)N[C@@H](C[C@H]1C(NCC1)=O)C(CO)=O)CC2)(C2=CC=CC=C2)O (R)-2-((S)-2-cyclopentyl-2-hydroxy-2-phenylacetyl)-N-((S)-4-hydroxy-3-oxo-1-((S)-2-oxopyrrolidin-3-yl)butan-2-yl)-2-azabicyclo[2.2.2]octane-3-carboxamide